6-(morpholin-4-yl)-12-[(1R,4R)-2-oxa-5-azabicyclo[2.2.1]heptan-5-ylmethyl]-8-oxa-3,5,10-triazatricyclo[7.4.0.02,7]trideca-1(13),2(7),3,5,9,11-hexaene N1(CCOCC1)C1=NC=NC=2C3=CC(=CN=C3OC12)CN1[C@H]2CO[C@@H](C1)C2